2-methyl-5-carboxypyrazine 1,4-dioxide CC1=[N+](C=C([N+](=C1)[O-])C(=O)O)[O-]